tert-butyl (2-((2-amino-5-methylphenyl)amino)-2-oxoethyl)carbamate NC1=C(C=C(C=C1)C)NC(CNC(OC(C)(C)C)=O)=O